ClC1=NC2=C(C=CC=C2C(=C1)NCCC1=CC=C(C=C1)NS(=O)(=O)C)F N-(4-(2-((2-chloro-8-fluoroquinolin-4-yl)amino)ethyl)phenyl)methanesulfonamide